ClC=1C(=NC(=CC1)C(C=1NC=C(N1)SC)C1=CC=C(C=C1)Cl)C(F)(F)F 3-chloro-6-[(4-chlorophenyl)[4-(methylsulfanyl)-1H-imidazol-2-yl]methyl]-2-(trifluoromethyl)pyridine